8-(4-((1R,5S)-3,8-diazabicyclo[3.2.1]octan-3-yl)-6,8-difluoro-2-(((2R,7aS)-2-fluorotetrahydro-1H-pyrrolizin-7a(5H)-yl)methoxy)quinazolin-7-yl)-1-naphthonitrile [C@H]12CN(C[C@H](CC1)N2)C2=NC(=NC1=C(C(=C(C=C21)F)C=2C=CC=C1C=CC=C(C21)C#N)F)OC[C@]21CCCN1C[C@@H](C2)F